N-(7-Amino-4-oxo-2-pyrrolidin-1-yl-4H-quinazolin-3-yl)-2-(3,5-difluoro-phenyl)-acetamide NC1=CC=C2C(N(C(=NC2=C1)N1CCCC1)NC(CC1=CC(=CC(=C1)F)F)=O)=O